methyl 2-((2-(3-((tert-butoxycarbonyl) (6-methoxy-3-nitropyridin-2-yl) amino) prop-1-yn-1-yl)-4,5-difluorophenyl) amino)-5-(trifluoromethyl)-benzoate C(C)(C)(C)OC(=O)N(CC#CC1=C(C=C(C(=C1)F)F)NC1=C(C(=O)OC)C=C(C=C1)C(F)(F)F)C1=NC(=CC=C1[N+](=O)[O-])OC